O1CCOCCO\C=C/OCC1 (Z)-1,4,7,10-tetraoxacyclododecan-8-ene